The molecule is a C21-steroid that is pregn-4-ene substituted by hydroxy groups at positions 17 and 21 and oxo group at positions 3, 11 and 20. It has a role as a human metabolite and a mouse metabolite. It is a 17alpha-hydroxy steroid, a 21-hydroxy steroid, an 11-oxo steroid, a 20-oxo steroid, a C21-steroid, a 3-oxo-Delta(4) steroid, a primary alpha-hydroxy ketone, a tertiary alpha-hydroxy ketone and a glucocorticoid. It derives from a hydride of a pregnane. C[C@]12CCC(=O)C=C1CC[C@@H]3[C@@H]2C(=O)C[C@]4([C@H]3CC[C@@]4(C(=O)CO)O)C